ClC1=CC(=CC(=N1)C(=O)NC1CC2=CC=CC=C2CC1)NC1=C(C=CC=C1)OC 6-chloro-4-((2-methoxyphenyl)amino)-N-(1,2,3,4-tetrahydronaphthalen-2-yl)picolinamide